C(=O)(O)C1=CC=C(OP2(=NP(=NP(=N2)(OC2=CC=C(C=C2)C(=O)O)OC2=CC=C(C=C2)C(=O)O)(OC2=CC=C(C=C2)C(=O)O)OC2=CC=C(C=C2)C(=O)O)OC2=CC=C(C=C2)C(=O)O)C=C1 hexa(4-carboxyl-phenoxy)cyclotriphosphazene